NC1=C(C=C(C=N1)C=1C=C2N(N1)CC[C@]21CN(CC1)C(=O)NC1(CCC1)C1=C(C=NC=C1)Cl)C(F)(F)F (3R)-2'-[6-amino-5-(trifluoromethyl)pyridin-3-yl]-N-[1-(3-chloropyridin-4-yl)cyclobutyl]-5',6'-dihydrospiro[pyrrolidine-3,4'-pyrrolo[1,2-b]pyrazole]-1-carboxamide